FC1=C(C=CC(=C1)NC1=NC=C(C(=N1)C=1C=NN(C1)C(C)C)C)N1CCC2(CN(C2)C(C(=O)N)CC=C)CC1 (7-(2-fluoro-4-((4-(1-isopropyl-1H-pyrazol-4-yl)-5-methylpyrimidin-2-yl)-amino)-phenyl)-2,7-diazaspiro[3.5]nonan-2-yl)-4-pentenamide